CS(=O)(=O)N1CCC(CC1)NC1=NC=C2C=CN=C(C2=C1)N1CCC(CC1)O 1-(7-((1-(methylsulfonyl)piperidin-4-yl)amino)-2,6-naphthyridin-1-yl)piperidin-4-ol